2-(3,8-dicyclopropyl-5-oxopyrazolo[1,5-a]pyrido[3,2-e]pyrimidin-4(5H)-yl)-N-(5-fluoropyridin-2-yl)acetamide C1(CC1)C=1C=NN2C1N(C(C1=C2N=C(C=C1)C1CC1)=O)CC(=O)NC1=NC=C(C=C1)F